N-(4-(((2-amino-4-oxo-3,4-dihydropteridin-6-yl)methyl)amino)benzoyl)-N5-(4-(1-(2-(3-oxo-3-(perfluorophenoxy)propoxy)ethyl)-1H-1,2,3-triazol-4-yl)butyl)-L-glutamine NC1=NC2=NC=C(N=C2C(N1)=O)CNC1=CC=C(C(=O)N[C@@H](CCC(NCCCCC=2N=NN(C2)CCOCCC(OC2=C(C(=C(C(=C2F)F)F)F)F)=O)=O)C(=O)O)C=C1